O1CC(CC1)C(C)N1C(C2=C(CCC1)C=CN2)=O 7-[1-(oxolan-3-yl)ethyl]-1H,4H,5H,6H,7H,8H-pyrrolo[2,3-c]azepin-8-one